6-(4-isopropyl-3-(5-(6-(2-(methylsulfonyl)ethyl)-2,6-diazaspiro[3.3]hept-2-yl)pyridin-2-yl)-1H-pyrazol-5-yl)-8-methoxy-[1,2,4]triazolo[1,5-a]pyridine C(C)(C)C=1C(=NNC1C=1C=C(C=2N(C1)N=CN2)OC)C2=NC=C(C=C2)N2CC1(C2)CN(C1)CCS(=O)(=O)C